NCCC[SiH2]C(OCC)OCC 3-Aminopropyl(diethoxymethylsilan)